COC1=C(C=C(C=C1)OC1=CC=C(C=C1)C(F)(F)F)NC(=O)[C@H]1N(CCC1)C(COC)=O (S)-N-(2-Methoxy-5-(4-(trifluoromethyl)phenoxy)phenyl)-1-(2-methoxyacetyl)-pyrrolidine-2-carboxamide